1,1-bis(4-hydroxyphenyl)-3-phenylindan OC1=CC=C(C=C1)C1(CC(C2=CC=CC=C12)C1=CC=CC=C1)C1=CC=C(C=C1)O